FC=1C(=NC=CC1)C1(CCC1)CNC1=NC=C(C=N1)C=1SC(=CN1)C(=O)N 2-[2-({[(3-fluoro-2-pyridyl)cyclobutyl]methyl}amino)pyrimidin-5-yl]-1,3-thiazole-5-carboxamide